FC=1C=C(C=CC1)C([C@H]1CN2C(C=3N1N=CC(C3O)=O)=NC=C2)C2=CC(=CC=C2)F (S)-6-(bis(3-fluorophenyl)methyl)-11-hydroxy-5,6-dihydro-10H-imidazo[2',1':3,4]pyrazino[1,2-b]pyridazin-10-one